N[C@H]1N(N2C(N=CC=C2)=C1)C(C)C=1N(C(C2=C(C=CC=C2C1)C#CC=1N=NN(C1)CCO)=O)C1=CC=CC=C1 (S)-2-amino-N-(1-(8-((1-(2-hydroxyethyl)-1H-1,2,3-triazol-4-yl)ethynyl)-1-oxo-2-phenyl-1,2-dihydroisoquinolin-3-yl)ethyl)pyrazolo[1,5-a]pyrimidine